O=C1CCC2(CN(C2)C2=CC=C(C(=O)OC(C)(C)C)C=C2)CC1 tert-butyl 4-(7-oxo-2-azaspiro[3.5]nonan-2-yl)benzoate